ClC1=CNC2=NC=CC(=C21)OC2=CC(=C(C=C2)NC(=O)NC2=CC(=C(C=C2)CN2C[C@@H]1CN(C[C@@H]1C2)C)C(F)(F)F)F 1-(4-((3-chloro-1H-pyrrolo[2,3-b]pyridin-4-yl)oxy)-2-fluorophenyl)-3-(4-(((3aR,6aS)-5-methylhexahydro-pyrrolo[3,4-c]pyrrol-2(1H)-yl)methyl)-3-(trifluoromethyl)phenyl)urea